hydroxypalmitoyl-carnitine OCCCCCCCCCCCCCCCC(=O)C(O)(C[N+](C)(C)C)CC([O-])=O